Cl.C[C@H]1CN(CCN1C1=NC=C(C=N1)C(F)(F)F)C(=O)[C@H]1CNCC1 ((S)-3-methyl-4-(5-(trifluoromethyl)pyrimidin-2-yl)piperazine-1-yl)((R)-pyrrolidin-3-yl)methanone hydrochloride